ClC1=CC=C(C=2C(=CNC12)CCN(C)C)O 7-chloro-3-[2-(dimethylamino)ethyl]-1H-indol-4-ol